COCC(CC)OC1=CC=C2C(=CC(OC2=C1)=O)C1=C(C=CC=C1)C 7-((1-methoxybutan-2-yl)oxy)-4-(o-tolyl)-2H-chromen-2-one